methyl-ethyl levulinate C(CCC(=O)C)(=O)OC(C)C